N-[2-(3,3-difluoropyrrolidin-1-yl)-4-(4-meth-yl-1H-pyrazol-5-yl)-3-pyridyl]-2-isopropyl-pyrimidine-5-carboxamide FC1(CN(CC1)C1=NC=CC(=C1NC(=O)C=1C=NC(=NC1)C(C)C)C1=C(C=NN1)C)F